CC1=C(C(=O)NC(C)C2=CC(=NC3=CC=CC=C23)NCC2CCOCC2)C=CC=C1 2-methyl-N-[1-(2-{[(oxan-4-yl)methyl]amino}quinolin-4-yl)ethyl]benzamide